BrC1=C(C=CC(=C1)OCOC)C=1C=C(C#N)C=CC1 3-[2-bromo-4-(methoxymethoxy)phenyl]benzonitrile